2-(4-ethyl-2-methoxypyridin-3-yl)-1-methylpyrazol C(C)C1=C(C(=NC=C1)OC)N1N(C=CC1)C